COC(=O)C=1N=CN(C1)C1=NC(=NC=C1C)Cl.ClP1(=NP(=NP(=N1)(OC1=CC=CC=C1)Cl)(OC1=CC=CC=C1)Cl)OC1=CC=CC=C1 2,4,6-trichloro-2,4,6-triphenoxycyclotriphosphazene methyl-1-(2-chloro-5-methylpyrimidin-4-yl)-1H-imidazole-4-carboxylate